tert-Butyl methyl(4-oxo-4-(phenylamino)butyl)carbamate CN(C(OC(C)(C)C)=O)CCCC(NC1=CC=CC=C1)=O